(S)-N-(1-(methyl-d3)-3-(2-methyl-7-(methylsulfonyl)-2,3-dihydro-[1,4]dioxino[2,3-c]pyridin-5-yl)-1H-pyrrolo[2,3-c]pyridin-5-yl)acetamide C(N1C=C(C=2C1=CN=C(C2)NC(C)=O)C2=NC(=CC1=C2OC[C@@H](O1)C)S(=O)(=O)C)([2H])([2H])[2H]